sodium (2S,5R)-2-((3,3-difluorocyclobutyl) carbamoyl)-3-methyl-7-oxo-1,6-diazabicyclo[3.2.1]oct-3-en-6-yl sulfate S(=O)(=O)(ON1[C@@H]2C=C([C@H](N(C1=O)C2)C(NC2CC(C2)(F)F)=O)C)[O-].[Na+]